N1NNCC2=CC=CC=C12.[C] carbon triazatetralin